ON(CC1=CC=CC=C1)C(C1=CC(=CC=C1)F)P(C1=CC=CC=C1)(C1=CC=CC=C1)=O (((hydroxy)benzylamino)(3-fluorophenyl)methyl)diphenylphosphine oxide